bromo-2-chloro-pyrimidine BrC1=NC(=NC=C1)Cl